FC1=CN=CC2=C1N=C(N=C2)OC[C@]21CCCN1C[C@@H](C2)F 8-fluoro-2-(((2R,7aS)-2-fluorohexahydro-1H-pyrrolizin-7a-yl)methoxy)pyrido[4,3-d]pyrimidine